C(C)(C)(C)OC(=O)N1CCC2(CN(C2)C2=NOC(=C2)C(C(=O)O)C(C)C)CC1 2-[3-(7-tert-butoxycarbonyl-2,7-diazaspiro[3.5]nonan-2-yl)isoxazol-5-yl]-3-methyl-butanoic Acid